ClC1=NC2=CC=CC=C2C(=N1)C1=CC=C(C=C1)C=1C2=CC=CC=C2C=2C=CC=CC2C1 2-chloro-4-(4-(phenanthren-9-yl)phenyl)quinazoline